C(CCCCCCCC)(=O)C(O)[C@H](O)[C@@H](O)[C@](O)([C@H](OC(CCCCCCCC)=O)CO)C(CCCCCCCC)=O 1,4,5-O-trinonanoyl-sorbitol